C1[C@@H]([C@H](O[C@H]1N2C=NC3=C(NC(=O)N=C32)N)COP(=O)(O)O)O The molecule is a purine 2'-deoxyribonucleoside 5'-monophosphate in which the purine moiety is 2-hydroxyadenine. It is a conjugate acid of a 2-hydroxy-dAMP(2-).